(E)-N-(4-(1-(6-(4-(4-(5-((2-(2,6-dioxopiperidin-3-yl)-1-oxoisoindolin-4-yl)thio)pentyl)piperazin-1-yl)piperidin-1-yl)nicotinoyl)piperidin-4-yl)butyl)-3-(pyridin-3-yl)acrylamide O=C1NC(CCC1N1C(C2=CC=CC(=C2C1)SCCCCCN1CCN(CC1)C1CCN(CC1)C1=NC=C(C(=O)N2CCC(CC2)CCCCNC(\C=C\C=2C=NC=CC2)=O)C=C1)=O)=O